FC(COC1=CC=C(C=N1)C=1N=C(NC(C1)=O)C=1C=C(CC(C(=O)N)(C)C)C=CC1C(F)(F)F)F (3-{4-[6-(2,2-difluoroethoxy)pyridin-3-yl]-6-oxo-1,6-dihydropyrimidin-2-yl}-4-(trifluoromethyl)benzyl)isobutyramide